OC(C1=CN(C2=CC=CC=C12)C(=O)OC(C)(C)C)C=1SC=C(N1)\C(\C(C)C)=N/OC (Z)-tert-butyl 3-(hydroxyl (4-(1-(methoxyimino)-2-methylpropyl)thiazol-2-yl)methyl)-1H-indole-1-carboxylate